(Z)-3-(((4-(N-methyl-2-(4-methylpiperazin-1-yl) acetamido) phenyl) amino) (phenyl) methylene)-2-oxoindoline-6-carboxylate CN(C(CN1CCN(CC1)C)=O)C1=CC=C(C=C1)N\C(=C\1/C(NC2=CC(=CC=C12)C(=O)[O-])=O)\C1=CC=CC=C1